4,5-difluoro-1,2-dichlorobenzene FC1=CC(=C(C=C1F)Cl)Cl